2,4-diacetylaminoanisole C(C)(=O)NC1=C(C=CC(=C1)NC(C)=O)OC